5-Iodo-N-isopropyl-2-thiazol-5-yl-thieno[2,3-b]pyridin-4-amine IC1=C(C2=C(N=C1)SC(=C2)C2=CN=CS2)NC(C)C